C(C(C)C)[C@H]1C(N(CCN1)[C@H](C(=O)N1CCC(CC1)CC(=O)N)CC1CCCCC1)=O (1-{(S)-2-[(S)-3-Isobutyl-2-oxo-1-piperazinyl]-3-cyclohexylpropionyl}-4-piperidyl)acetamide